N-(tetrahydro-pyran-4-yl)-nicotinic amide O1CCC(CC1)NC(C1=CN=CC=C1)=O